5-cyclopropyl-4-((7-(1,2,3,4-tetrahydroisoquinolin-6-yl)-7-azaspiro[3.5]non-2-ylidene)methyl)-3-(2-(trifluoromethoxy)phenyl)isoxazole C1(CC1)C1=C(C(=NO1)C1=C(C=CC=C1)OC(F)(F)F)C=C1CC2(C1)CCN(CC2)C=2C=C1CCNCC1=CC2